C(C(=C)C)(=O)OCC(COC1=CC=C(C=C1)C(C)(C)C1=CC=C(C=C1)OCC(COC(C(=C)C)=O)O)O 2,2-bis(4-(3-methacryloyloxy-2-hydroxypropoxy)phenyl)propane